CO[C@H]1CC[C@H](CC1)C1CN(C1)[C@@H]1[C@H](CCCC1)OC=1C=C2CN(C(C2=CC1)=O)C1C(NC(CC1)=O)=O 3-(5-(((1S,2S)-2-(3-((cis)-4-methoxycyclohexyl)azetidin-1-yl)cyclohexyl)oxy)-1-oxoisoindolin-2-yl)piperidine-2,6-dione